cesium iodine potassium fluoroborate F[B-](F)(F)F.[K+].[I+].[Cs+].F[B-](F)(F)F.F[B-](F)(F)F